2,5-bis(4-bromophenyl)-1,3,4-Oxadiazole BrC1=CC=C(C=C1)C=1OC(=NN1)C1=CC=C(C=C1)Br